3-(cyanoamino)-N-(1-phenyl-1H-pyrazol-3-yl)cyclobutane-1-carboxamide C(#N)NC1CC(C1)C(=O)NC1=NN(C=C1)C1=CC=CC=C1